ClC=1N=C(NC1[C@H]1[C@H](CN(CC1)S(=O)(=O)C=CC(=O)NC[C@H]1OCCC1)C)C1=NC=C(C=C1)F 3-[[(3R,4R)-4-[4-Chloro-2-(5-fluoro-2-pyridyl)-1H-imidazol-5-yl]-3-methyl-1-piperidyl]sulfonyl]-N-[[(2S)-tetrahydrofuran-2-yl]methyl]propenamide